COC(=O)C=1C=C2C3=C(NC2=CC1)N=C(N=C3NC3=CC=C(C=C3)OC)CC ethyl-4-((4-methoxyphenyl)amino)-9H-pyrimido[4,5-b]indole-6-carboxylic acid methyl ester